FC1=C(C=C(C=C1)OC)C(=O)N1CCOC2(C1)C=C(C(C(C2)(C)C)=O)C#N 4-(2-fluoro-5-methoxybenzene-1-carbonyl)-10,10-dimethyl-9-oxo-1-oxa-4-azaspiro[5.5]undec-7-ene-8-carbonitrile